(S)-11-oxo-N-((2-(4-(pyrrolidin-3-yloxy)phenyl)thiazol-5-yl)methyl)-10,11-dihydrodibenzo[b,f][1,4]thiazepine-8-carboxamide 5,5-dioxide TFA salt OC(=O)C(F)(F)F.O=C1NC2=C(S(C3=C1C=CC=C3)(=O)=O)C=CC(=C2)C(=O)NCC2=CN=C(S2)C2=CC=C(C=C2)O[C@@H]2CNCC2